OC(CCCCCCCCCC)CCCCCCCCC 11-hydroxyeicosane